ClC=1C(=C(C=CC1)NC1=NC=2N(C(=C1)NC)N=CC2NC(=O)NC)OC 1-(5-((3-chloro-2-methoxyphenyl)amino)-7-(methylamino)pyrazolo[1,5-a]pyrimidin-3-yl)-3-methylurea